4-(dimethylamino)-N-(1-oxohexadecan-7-yl)-N-(5-oxopentyl)butyramide CN(CCCC(=O)N(CCCCC=O)C(CCCCCC=O)CCCCCCCCC)C